CC1([C@@H]([C@H]1C1=CC=C(C=C1)S(N)(=O)=O)C(=O)O)C (1R,3R)-2,2-dimethyl-3-(4-sulfamoylphenyl)cyclopropanecarboxylic acid